FC(OC1=C(C=CC=C1)CN)(F)F (2-(trifluoromethoxy)phenyl)methylamine